2-((2-(8-chloro-7-fluoro-2,3-dihydro-4H-benzo[b][1,4]oxazin-4-yl)-2-oxoethyl)amino)-4,6-bis(trifluoromethyl)nicotinonitrile ClC1=C(C=CC2=C1OCCN2C(CNC2=C(C#N)C(=CC(=N2)C(F)(F)F)C(F)(F)F)=O)F